FC=1C(=NC(=NC1)NC1=CC=C(C=N1)CN1CCN(CC1)C(=O)OC(C)(C)C)C1=CC2=C(N=C3N2[C@@H](CC3)CO)C(=C1)F tert-butyl (S)-4-((6-((5-fluoro-4-(5-fluoro-1-(hydroxymethyl)-2,3-dihydro-1H-benzo[d]-pyrrolo[1,2-a]imidazol-7-yl)pyrimidin-2-yl)amino)pyridin-3-yl)-methyl)piperazine-1-carboxylate